1,4-bis(4-hydroxybut-2-yn-1-yl)(4-methyl-1,3-phenylene)dicarbamate OCC#CCC1(C=C(C(C=C1)(C)CC#CCO)NC([O-])=O)NC([O-])=O